N-(4-trifluoromethylphenyl)-4-fluoro-5-chlorosalicylamide FC(C1=CC=C(C=C1)NC(C=1C(O)=CC(=C(C1)Cl)F)=O)(F)F